FC1=C(C=C(C(=C1)C)C=1C=C(C=2N(C1)C=C(N2)CCOC)N2CCOCC2)NC(=O)N2C[C@@H](CC2)CC(F)(F)F (S)-N-(2-Fluoro-5-(2-(2-methoxyethyl)-8-morpholinoimidazo[1,2-a]pyridin-6-yl)-4-methylphenyl)-3-(2,2,2-trifluoroethyl)pyrrolidine-1-carboxamide